(2S)-1-{(1R)-2-[4,6-bis(trifluoromethyl)-1,3,5-triazin-2-yl]-6-chloro-2,3,4,9-tetrahydro-1H-pyrido[3,4-b]indol-1-yl}-3-methoxypropan-2-ol FC(C1=NC(=NC(=N1)C(F)(F)F)N1[C@@H](C=2NC3=CC=C(C=C3C2CC1)Cl)C[C@@H](COC)O)(F)F